4-(3-(3-(1-Methyl-1H-indazol-6-yl)-1,4-dihydrothieno[2',3':4,5]cyclopenta[1,2-c]pyrazol-6-yl)benzyl)morpholine CN1N=CC2=CC=C(C=C12)C=1C2=C(NN1)C1=C(C2)SC(=C1)C=1C=C(CN2CCOCC2)C=CC1